tert-butyl ((4-methyl-2-(((1R*,2S*)-2-(2-oxoethyl)cyclohexyl)oxy)phenyl)sulfonyl)-L-prolinate CC1=CC(=C(C=C1)S(=O)(=O)N1[C@@H](CCC1)C(=O)OC(C)(C)C)O[C@H]1[C@@H](CCCC1)CC=O |o1:23,24|